OC(COC1CCC(CC1)NC(CN1C=NC2=C(C1=O)N(N=C2NC2=CC=C(C=C2)C(F)(F)F)CC(F)(F)F)=O)(C)C N-((1r,4r)-4-(2-hydroxy-2-methylpropoxy)cyclohexyl)-2-(7-oxo-1-(2,2,2-trifluoroethyl)-3-((4-(trifluoromethyl)phenyl)amino)-1,7-dihydro-6H-pyrazolo[4,3-d]pyrimidin-6-yl)acetamide